FC1=C(C=CC(=C1)B1OC(C(O1)(C)C)(C)C)OC(=O)N1CCCC1 2-Fluoro-4-(4,4,5,5-tetramethyl-1,3,2-dioxaborolan-2-yl)phenylpyrrolidine-1-carboxylate